C(CC)C1CCC(CC1)C1=CC=C(C=C1)C1=C(C=CC2=CC=CC=C12)O (4-(4-propylcyclohexyl)phenyl)naphthalen-2-ol